4-((2-cyclopropylpropan-2-yl)amino)-2-(methylthio)pyrimidine-5-carboxamide C1(CC1)C(C)(C)NC1=NC(=NC=C1C(=O)N)SC